2-chloro-2,4,6-cycloheptatriene-1-one ClC=1C(C=CC=CC1)=O